[C-]1(C=CC=C1)[C@@H](C)N.[CH-]1C=CC=C1.[Fe+2] |r| racemic-1-ferrocenyl-ethylamine